2-(chlorosulfonyl)-4-methoxy-5-nitrobenzoic acid methyl ester COC(C1=C(C=C(C(=C1)[N+](=O)[O-])OC)S(=O)(=O)Cl)=O